BrC=1C(=NN(C1)C)NC1=CC=C(S1)C(=O)OC methyl 5-[(4-bromo-1-methyl-1H-pyrazol-3-yl)amino]thiophene-2-carboxylate